CN1N=CC(=C1)C=1C=CC=2N(C1)N=CC2N2CCN(CC2)C(=O)OC(C([2H])([2H])[2H])C2=C(C(=C(C(=C2[2H])[2H])Cl)[2H])[2H] 1-(4-chlorophenyl-2,3,5,6-d4)ethyl-2,2,2-d3 4-(6-(1-methyl-1H-pyrazol-4-yl)pyrazolo[1,5-a]pyridin-3-yl)piperazine-1-carboxylate